C1(=CC=C(CC1)C(C)C)C=O p-menthadien-7-al